CC=1OC(=CC1C(=O)NC1=NC(=NS1)CN(C)C)C1=CC(=CC=C1)C#N 2-methyl-5-(3-cyanophenyl)-N-(3-((dimethylamino)methyl)-1,2,4-thiadiazol-5-yl)furan-3-carboxamide